6-(1-fluoro-cyclobutyl)quinoline-4-carboxamide FC1(CCC1)C=1C=C2C(=CC=NC2=CC1)C(=O)N